C12OCC(NC1)C2 2-oxa5-azabicyclo[2.2.1]Heptane